Cyclopropyl-(3-(6-(2-(tetrahydro-2H-pyran-2-yl)-2H-1,2,3-triazol-4-yl)pyrrolo[2,1-f][1,2,4]triazin-4-yl)-3,8-diazabicyclo[3.2.1]oct-8-yl)methanone C1(CC1)C(=O)N1C2CN(CC1CC2)C2=NC=NN1C2=CC(=C1)C1=NN(N=C1)C1OCCCC1